6-chloro-3-(1H-imidazol-1-yl)-2-(5-(trifluoromethyl)-1H-1,2,4-triazol-3-yl)-1H-pyrrolo-[3,2-b]pyridin-5-ol ClC=1C=C2C(=NC1O)C(=C(N2)C2=NNC(=N2)C(F)(F)F)N2C=NC=C2